CC=1C(=NN(C1)C=1C=NNC1)[N+](=O)[O-] 4-methyl-3-nitro-1-(1H-pyrazol-4-yl)pyrazole